3-((trimethylsilyl)ethynyl)oxetane C[Si](C)(C)C#CC1COC1